C1(CC1)C(C(F)(F)F)N 1-cyclopropyl-2,2,2-trifluoroethan-1-amine